FC=1C=C2C(=NN(C2=CC1)C1=CC(=CC=C1)C1=NOC(=C1)[C@]1(C(N(CC1)C)=O)O)C(=O)N (R)-5-fluoro-1-(3-(5-(3-hydroxy-1-methyl-2-oxopyrrolidin-3-yl)isoxazol-3-yl)phenyl)-1H-indazole-3-carboxamide